2,2'-dihydroxy-4-(3-acryloyloxy-2-hydroxypropoxy)benzophenone OC1=C(C(=O)C2=C(C=CC=C2)O)C=CC(=C1)OCC(COC(C=C)=O)O